Trityl tetrakis(pentafluorophenyl)borate [B-](C1=C(C(=C(C(=C1F)F)F)F)F)(C2=C(C(=C(C(=C2F)F)F)F)F)(C3=C(C(=C(C(=C3F)F)F)F)F)C4=C(C(=C(C(=C4F)F)F)F)F.C1=CC=C(C=C1)[C+](C2=CC=CC=C2)C3=CC=CC=C3